cyclohexane-1-carboxamide HCl salt Cl.C1(CCCCC1)C(=O)N